5-chloro-N'-(2,4-difluoro-3-iodobenzoyl)-2-methoxynicotinic acid hydrazide ClC=1C=NC(=C(C(=O)NNC(C2=C(C(=C(C=C2)F)I)F)=O)C1)OC